F\C=C/1\C(CN(CC1)C)C (E)-4-(fluoromethylene)-1,3-dimethylpiperidine